S1N=NC=C1C1=CC(=C2C=NNC2=C1)NCCOCCCCNCC=1C=C(C=C(C1)OC(F)(F)F)CC(=O)O 2-(3-(((4-(2-((6-(1,2,3-thiadiazol-5-yl)-1H-indazol-4-yl)amino)ethoxy)butyl)amino)methyl)-5-(trifluoromethoxy)phenyl)acetic acid